C(#N)CC1=CC=CC2=C1N=C(O2)C2=C1C=C(N=CC1=C(N=C2)NC)C2(CC2)C(=O)N (5-(4-(cyanomethyl)benzo[d]oxazol-2-yl)-8-(methylamino)-2,7-naphthyridin-3-yl)cyclopropanecarboxamide